4-bromo-1-(1-methylpiperidin-4-yl)-5-phenylpyridin-2(1H)-one BrC1=CC(N(C=C1C1=CC=CC=C1)C1CCN(CC1)C)=O